NC=1C=CC(=C(C1)C=1C=C(C(N(C1)C)=O)C1=CC(=NC=C1)NC(C)=O)C N-(5-(5-amino-2-methylphenyl)-1-methyl-2-oxo-1,2-dihydro-[3,4'-bipyridin]-2'-yl)acetamide